N-(2,3,6-trifluoro-4-((3-(2-(((3S,5S)-5-fluoropiperidin-3-yl)amino)pyrimidin-4-yl)pyridin-2-yl)oxy)phenyl)piperidine-1-sulfonamide FC1=C(C(=CC(=C1F)OC1=NC=CC=C1C1=NC(=NC=C1)N[C@@H]1CNC[C@H](C1)F)F)NS(=O)(=O)N1CCCCC1